BrC=1C=C(C(=O)N(C)C2COCC=3NC(C=4C=C(C(=CC4C32)F)F)=O)C=CC1 3-Bromo-N-(8,9-difluoro-6-oxo-1,4,5,6-tetrahydro-2H-pyrano[3,4-c]isoquinolin-1-yl)-N-methylbenzamide